2-(4-cyclopropyl-6-((1-methylpiperidin-3-yl)amino)pyridazin-3-yl)-5-ethynyl-phenol C1(CC1)C1=C(N=NC(=C1)NC1CN(CCC1)C)C1=C(C=C(C=C1)C#C)O